methyl 2-[[2-[1-[(2,3-difluorophenyl)methyl]-5-oxopyrrolidin-2-yl]acetyl]amino]benzoate FC1=C(C=CC=C1F)CN1C(CCC1=O)CC(=O)NC1=C(C(=O)OC)C=CC=C1